(11-carboxymethylsulfanyl-6-oxo-undecylsulfanyl)-acetic acid C(=O)(O)CSCCCCCC(CCCCCSCC(=O)O)=O